CC1C(CCCC1N)N Methyl-2,6-diaminocyclohexane